C1(CC1)NC(=O)C=1C=C(C2=C(C(CO2)C2=CC(=CC=C2)F)C1)C(=O)NC N5-cyclopropyl-3-(3-fluorophenyl)-N7-methyl-2,3-dihydrobenzofuran-5,7-dicarboxamide